4-(1-{[7-chloro-3-(4-trifluoromethylbenzyl)-imidazo[1,2-a]pyridine-5-carbonyl]amino}cyclopropyl)benzoic acid ClC1=CC=2N(C(=C1)C(=O)NC1(CC1)C1=CC=C(C(=O)O)C=C1)C(=CN2)CC2=CC=C(C=C2)C(F)(F)F